3-[(2-chlorobenzyl)sulfanyl]-5-propyl-[1,2,4]triazolo[4,3-a]pyrimidin-7(8H)-one ClC1=C(CSC2=NN=C3N2C(=CC(N3)=O)CCC)C=CC=C1